1,1,2,2-tetrafluoro-4-hydroxybutane-1-sulfonic acid FC(C(CCO)(F)F)(S(=O)(=O)O)F